5-bromo-2,3-dihydro-1H-inden-2-yl acetate C(C)(=O)OC1CC2=CC=C(C=C2C1)Br